NC1=CC=C2C(=N1)CCC2NC([C@H](C)NC(=O)C=2NC=C(C2)C2=CC=CC=C2)=O N-((2S)-1-((2-amino-6,7-dihydro-5H-cyclopenta[b]pyridin-5-yl)amino)-1-oxopropane-2-yl)-4-phenyl-1H-pyrrole-2-carboxamide